[Si](C1=CC=CC=C1)(C1=CC=CC=C1)(C(C)(C)C)OC[C@H]1N(CCC(CC1)I)C(=O)OC(C)(C)C tert-butyl (2S)-2-(((tert-butyldiphenylsilyl)oxy)methyl)-5-iodoazepane-1-carboxylate